1,3-oxazinane-3-carboxylate O1CN(CCC1)C(=O)[O-]